(±)-4-((4-ethoxy-2-(4-(ethoxycarbonyl)phenyl)cyclohexyl)oxy)-5-methoxy-7-methyl-1H-indole-1-carboxylic acid tert-butyl ester C(C)(C)(C)OC(=O)N1C=CC2=C(C(=CC(=C12)C)OC)OC1C(CC(CC1)OCC)C1=CC=C(C=C1)C(=O)OCC